bromo-3-((phenoxycarbonyl)amino)-6,7-dihydropyrazolo[1,5-a]pyrazine-5(4H)-carboxylic acid tert-butyl ester C(C)(C)(C)OC(=O)N1CC=2N(CC1)N=C(C2NC(=O)OC2=CC=CC=C2)Br